tert-butyl 7-(piperidin-4-ylmethyl)-2,7-diazaspiro[4.4]nonane-2-carboxylate N1CCC(CC1)CN1CC2(CCN(C2)C(=O)OC(C)(C)C)CC1